C(C)(C)(C)OC(=O)N(CC\C=C/1\C(N(CC1)C(=O)OC(C)(C)C)=O)C (E)-tert-butyl 3-(3-(tert-butoxycarbonyl(methyl)amino)propylidene)-2-oxopyrrolidine-1-carboxylate